BrC1=NO[C@@H](C1)C=1C=CC(=C(NCC2=CC=C(C=C2)C(F)(F)F)C1)C=1N=CN(C1)C (S)-5-(3-bromo-4,5-dihydroisoxazol-5-yl)-2-(1-methyl-1H-imidazol-4-yl)-N-(4-(trifluoromethyl)benzyl)aniline